C(C)C1=C(C(=C(C(=C1C(=O)O)CC)C(=O)O)CC)C(=O)O 2,4,6-triethyl-1,3,5-tricarboxybenzene